DIHYDRO-1H-PYRROL-1-OL N1(CCC=C1)O